6-(5-Fluoro-2-pyridinyl)-8-methoxy-N-[(1R)-1-(1-methylpyrazol-3-yl)ethyl]quinazolin-4-amine FC=1C=CC(=NC1)C=1C=C2C(=NC=NC2=C(C1)OC)N[C@H](C)C1=NN(C=C1)C